COC=1C=C(C=CC1OC)C1=NC2=C(N1C)C=C(C=C2C2CCN(CC2)C2CSC2)C2=CC=C(C=C2)N2CCN(CC2)C(C)C 2-(3,4-dimethoxyphenyl)-6-(4-(4-isopropylpiperazin-1-yl)phenyl)-1-methyl-4-(1-(thietan-3-yl)piperidin-4-yl)-1H-benzo[d]imidazole